NC1=C(C=C(C=N1)NC(C(N1[C@@H](C[C@H]([C@H](C1)C)CC(C)C)C=1C=CC2=C(N=CS2)C1)=O)=O)C |r| N-(6-amino-5-methyl-3-pyridyl)-2-oxo-2-[rac-(2S,4R,5R)-2-(1,3-benzothiazol-5-yl)-4-isobutyl-5-methyl-1-piperidyl]acetamide